rel-3-chloro-4-[(3,5-difluoropyridin-2-yl)methoxy]-2'-[3-(1-hydroxycyclobutyl)-2-oxopyridin-1-yl]-5',6-dimethyl-[1,4'-bipyridin]-2-one ClC=1C(N(C(=CC1OCC1=NC=C(C=C1F)F)C)C1=CC(=NC=C1C)N1C(C(=CC=C1)C1(CCC1)O)=O)=O